BrCCCC(=O)N[C@H](C(=O)OC)C(C)(C)C methyl (S)-2-(4-bromobutanamido)-3,3-dimethylbutanoate